tert-Butyl (5-(4-((R)-2-((tert-butyldimethylsilyl)oxy)propoxy)-6-((R)-3-methoxytetrahydrofuran-3-yl)pyridin-2-yl)-7-methylpyrrolo[1,2-c]pyrimidin-3-yl)carbamate [Si](C)(C)(C(C)(C)C)O[C@@H](COC1=CC(=NC(=C1)[C@]1(COCC1)OC)C=1C=C(N2C=NC(=CC21)NC(OC(C)(C)C)=O)C)C